(pyridin-3-ylmethyl)-1,3,5-triazine-2,4-diamine N1=CC(=CC=C1)CC1=NC(=NC(=N1)N)N